ClC=1C=CC(=C(C(=O)NC=2C(=NC(=CC2)OC)C)C1)NC1=C(C=C(C=C1)F)CC 5-chloro-2-((2-ethyl-4-fluorophenyl)amino)-N-(6-methoxy-2-methylpyridin-3-yl)benzamide